BrC=1C(=NNC1C(=O)NCC=1C=C2CN(C(C2=CC1)=O)C1C(NC(CC1)=O)=O)C1=CC(=CC=C1)Cl 4-Bromo-3-(3-chlorophenyl)-N-((2-(2,6-dioxopiperidin-3-yl)-1-oxoisoindolin-5-yl)methyl)-1H-pyrazole-5-carboxamide